C(C(=C)C)(=O)O.C1CC=2C1=CC=CC2 Benzocyclobutene Methacrylate